[(3-chloro-2-methoxyphenyl)amino]-2-(3-{[(2R)-1-[(2E)-4-[(3S)-3-methoxypyrrolidin-1-yl]but-2-enoyl]azetidin-2-yl]methoxy}pyridin-4-yl)-1H,5H,6H,7H-pyrrolo[3,2-c]pyridin-4-one ClC=1C(=C(C=CC1)NN1C(=CC=2C(NCCC21)=O)C2=C(C=NC=C2)OC[C@@H]2N(CC2)C(\C=C\CN2C[C@H](CC2)OC)=O)OC